C(CNC([C@H](CCCCCCCCCCCCCCCC)O)=O)NC([C@H](CCCCCCCCCCCCCCCC)O)=O N,N'-1,2-ethylene-bis(l-2-hydroxy-octadecanamide)